ClC1=C(C=CC=C1NC=1C=C(C=2N(C1)N=CC2)F)[C@@]2(CC(N(C(N2)=N)C2CCOCC2)=O)C (6S)-6-{2-Chloro-3-[(4-fluoro-pyrazolo[1,5-a]pyridin-6-yl)-amino]phenyl}-2-imino-6-methyl-3-(tetrahydropyran-4-yl)hexahydropyrimidin-4-one